C1(CCCCCC1)SCC(=O)N1CCN(CC1)C(=O)[C@H]1[C@@H](C1)C1=CC=CC=C1 2-(Cycloheptylthio)-1-(4-(trans-2-phenylcyclopropane-1-carbonyl)piperazin-1-yl)ethan-1-one